C/C/1=C/CCC2(C(O2)CC(/C=C\C1)(C)C)C ALPHA-HUMULENE OXIDE